ls-11-(2-fluorophenyl)-10-methyl-4b-(3-methyl-1H-indol-2-yl)-11,11a-dihydroindeno[2',1':4,5]pyrrolo[1,2-a]indol-12(4bH)-one FC1=C(C=CC=C1)C1C2C(N3C1=C(C=1C=CC=CC31)C)(C3=CC=CC=C3C2=O)C=2NC3=CC=CC=C3C2C